m-chlorobenzoic anhydride ClC=1C=C(C(=O)OC(C2=CC(=CC=C2)Cl)=O)C=CC1